p-menthanol C1(CC(C(CC1)C(C)C)O)C